1-(3,5-difluoro-6-amino-2-pyridinyl)-8-methoxy-6-fluoro-1,4-dihydro-7-(3-hydroxypyrrolidinyl)-4-oxo-3-quinolinecarboxylic acid FC=1C(=NC(=C(C1)F)N)N1C=C(C(C2=CC(=C(C(=C12)OC)N1CC(CC1)O)F)=O)C(=O)O